3-(Difluoromethoxy)-5-fluoro-4-(4,4,5,5-tetramethyl-1,3,2-dioxaborolan-2-yl)aniline FC(OC=1C=C(N)C=C(C1B1OC(C(O1)(C)C)(C)C)F)F